3-bromo-2,3-dideoxy-2-(3,4-dihydro-2,4-dioxo-1(2H)-pyrimidinyl)-β-D-arabino-2-Hexulofuranosononitrile Br[C@@H]1[C@@](C#N)(O[C@@H]([C@H]1O)CO)N1C(NC(C=C1)=O)=O